bromosulfan BrS